NC1=C(C=CC(=C1F)NCCCC1=CC=C(C=C1)C(F)(F)F)NC(CCCCCCCCC)=O N-(2-amino-3-fluoro-4-((3-(4-(trifluoromethyl)phenyl)propyl)amino)phenyl)decanamide